CC1(N(CCC(C1)=O)S(=O)(=O)CC1=CC(=CC=C1)NC)C 2,2-dimethyl-1-[[3-(methylamino)phenyl]methylsulfonyl]piperidin-4-one